NCC1=CC=C(C=C1)C1=C(C(=CC=C1)S(=O)(=O)N1CCC2(C[C@@H](CO2)NC[C@@H](COC=2C=C(C=CC2)S(=O)(=O)NC)O)CC1)OC 3-((S)-3-((S)-8-(4'-(aminomethyl)-2-methoxybiphenyl-3-ylsulfonyl)-1-oxa-8-azaspiro[4.5]decan-3-ylamino)-2-hydroxypropoxy)-N-methylbenzenesulfonamide